FC(C(=O)O)(F)F.C(CCC)(=O)N1CC2N(C=3N(C(N=C(C3)OCC=3C=CC(=C(C#N)C3)F)=O)C2)CC1 5-(((2-Butyryl-9-oxo-2,3,4,9,11,11a-hexahydro-1H-pyrazino[1',2':3,4]imidazo[1,2-c]pyrimidin-7-yl)oxy)methyl)-2-fluorobenzonitrile 2,2,2-trifluoroacetate